OC1=C(C(C=C(C1=O)C)=O)OC 3-hydroxyl-2-methoxy-5-methyl-1,4-benzoquinone